(2R,3R,4S,5R,6R)-4-(4-(2,3-difluoro-4-methylphenyl)-1H-1,2,3-triazol-1-yl)-6-((5-((1S,2R)-2-hydroxycyclopropyl)isoxazol-3-yl)methyl)-2-(hydroxymethyl)-5-methoxytetrahydro-2H-pyran-3-ol FC1=C(C=CC(=C1F)C)C=1N=NN(C1)[C@H]1[C@H]([C@H](O[C@@H]([C@@H]1OC)CC1=NOC(=C1)[C@@H]1[C@@H](C1)O)CO)O